diethyl ((3-bromo-5-carbamoyl-7-(3-(methylsulfonyl)propoxy) benzo[b]thiophen-2-yl)difluoromethyl)phosphonate BrC=1C2=C(SC1C(F)(F)P(OCC)(OCC)=O)C(=CC(=C2)C(N)=O)OCCCS(=O)(=O)C